ClC=1C=C(OCCCC(C(=O)O)C)C=CC1C=1N(C2=NC=NC(=C2N1)OC1(CC1)C)CC1=CC(=CC=C1)Cl 5-(3-chloro-4-(9-(3-chlorobenzyl)-6-(1-methylcyclopropoxy)-9H-purin-8-yl)phenoxy)-2-methylpentanoic acid